2-(3-acetyl-5-(2-aminoacetamido)-1H-indol-1-yl)-N-(2-((3-chloro-2-fluorophenylmethyl)amino)-2-oxoethyl)-N-cyclopropylacetamide C(C)(=O)C1=CN(C2=CC=C(C=C12)NC(CN)=O)CC(=O)N(C1CC1)CC(=O)NCC1=C(C(=CC=C1)Cl)F